4-[3-[2,6-Dichloro-4-[6-(difluoromethoxy)-2-azaspiro[3.3]heptan-2-yl]benzoyl]-2,4-dihydro-1,3-benzoxazin-8-yl]-5-fluoro-2-(3-oxa-8-azabicyclo[3.2.1]oct-8-yl)benzoic acid ClC1=C(C(=O)N2COC3=C(C2)C=CC=C3C3=CC(=C(C(=O)O)C=C3F)N3C2COCC3CC2)C(=CC(=C1)N1CC2(C1)CC(C2)OC(F)F)Cl